N-(4-phenylthiazol-2-yl)-2-(p-methoxyphenylazo)-2-cyanoacetamid C1(=CC=CC=C1)C=1N=C(SC1)NC(C(C#N)N=NC1=CC=C(C=C1)OC)=O